2,2-dimethyl-1,3-dithiane-1-oxide CC1(S(CCCS1)=O)C